2,2'-oxydiethanol O(CCO)CCO